Ethyl 3-[methyl(pyridin-2-ylmethyl)amino]-1,2,4-oxadiazole-5-carboxylate CN(C1=NOC(=N1)C(=O)OCC)CC1=NC=CC=C1